C(C)(=O)C1=NN(C2=C(C=C(C=C12)C=1C=NC(=NC1)C)C)CC(=O)N1[C@@H]2C[C@@]2(C[C@H]1C(=O)NC1=C(C(=CC=C1)OC(F)(F)F)F)C (1R,3S,5R)-2-(2-(3-acetyl-7-methyl-5-(2-methylpyrimidin-5-yl)-1H-indazol-1-yl)acetyl)-N-(2-fluoro-3-(trifluoro-methoxy)phenyl)-5-methyl-2-azabicyclo[3.1.0]hexane-3-carboxamide